(1R,2R)-ethyl 2-formylcyclopropanecarboxylate C(=O)[C@H]1[C@@H](C1)C(=O)OCC